Racemic-tert-butyl (1S,2S,3R,5R)-3-((5-bromo-1,3,4-thiadiazol-2-yl)(methyl)amino)-2-fluoro-9-azabicyclo[3.3.1]nonane-9-carboxylate BrC1=NN=C(S1)N([C@H]1[C@H]([C@@H]2CCC[C@H](C1)N2C(=O)OC(C)(C)C)F)C |r|